FC=1C=CC2=C(OCCCN2C2=CC(=C(C(=C2)C)NC(CC(C)(C)C)=O)C)C1 N-(4-(8-fluoro-3,4-dihydrobenzo[b][1,4]oxazepin-5(2H)-yl)-2,6-dimethylphenyl)-3,3-dimethylbutanamide